C(C)(C)(C)OC(=O)N1CCN(CC1)C=1C2=CN(N=C2C(=CC1)C(=O)OC)CCOC methyl 4-[4-(tert-butoxycarbonyl)piperazin-1-yl]-2-(2-methoxyethyl)indazole-7-carboxylate